Benzyl 7-(3-butyl-2,4,6-trioxotetrahydropyrimidin-1(2H)-yl)-2-azaspiro[3.5]nonane-2-carboxylate C(CCC)N1C(N(C(CC1=O)=O)C1CCC2(CN(C2)C(=O)OCC2=CC=CC=C2)CC1)=O